i-butylpiperazine C(C(C)C)N1CCNCC1